2-(6-((4-ethoxypyridin-2-yl)amino)-2-(pyridin-3-yl)pyrimidin-4-yl)-N-methyl-2-azaspiro[4.5]decane-7-carboxamide C(C)OC1=CC(=NC=C1)NC1=CC(=NC(=N1)C=1C=NC=CC1)N1CC2(CC1)CC(CCC2)C(=O)NC